6-(3-chloro-phenyl)-2-{1-[methoxycarbonylmethyl-(4-methylphenylsulfonyl)-amino]-ethyl}-nicotinic acid methyl ester COC(C1=C(N=C(C=C1)C1=CC(=CC=C1)Cl)C(C)N(S(=O)(=O)C1=CC=C(C=C1)C)CC(=O)OC)=O